acrylic acid, N-vinylamide C(=C)NC(C=C)=O